The molecule is a diterpene lactone isolated from the whole plants of Ajuga ciliata. It has a role as a plant metabolite. It is a diterpene lactone, an organic heterotricyclic compound, an acetate ester, a butenolide, an organochlorine compound and a tertiary alcohol. C[C@@H]1C[C@@H]([C@@]2([C@H]3[C@]1(C[C@@H](O[C@@H]3CC[C@@]2(CCl)O)C4=CC(=O)OC4)C)COC(=O)C)OC(=O)C